5-[2-Isopropyl-5-(4-methanesulfonyl-piperazin-1-yl)-4-methoxy-phenoxy]-pyrimidine-2,4-diamine C(C)(C)C1=C(OC=2C(=NC(=NC2)N)N)C=C(C(=C1)OC)N1CCN(CC1)S(=O)(=O)C